O[C@H](COC=1C=C(C=CC1)S(=O)(=O)NC)CNC1COC2(C1)CCN(CC2)S(=O)(=O)C=2C=NC(=CC2)NCCO 3-((2S)-2-hydroxy-3-(8-(6-(2-hydroxyethylamino)pyridin-3-yl-sulfonyl)-1-oxa-8-azaspiro[4.5]dec-3-ylamino)propoxy)-N-methylbenzenesulfonamide